O=C1N(CC2=CC(=CC=C12)C=1N=C(NC1)C1=CC=CC=C1)C1C(NC(CC1)=O)=O 3-(1-Oxo-5-(2-phenyl-1H-imidazol-4-yl)isoindolin-2-yl)piperidine-2,6-dione